CC(CC)=COCCC1=CC=CC=C1 3-methyl-4-phenethoxybut-3-en